(1S,2S,3S,6R)-4-((difluoromethoxy)methyl)-6-(((4-methylcyclohexyl)methyl)amino)cyclohex-4-ene-1,2,3-triol FC(OCC=1[C@@H]([C@@H]([C@H]([C@@H](C1)NCC1CCC(CC1)C)O)O)O)F